5-(4-bromophenyl)-3,3-dibutyl-8-hydroxy-7-(methylsulfanyl)-2,3,4,5-tetrahydro-1,5-benzothiazepine 1,1-dioxide BrC1=CC=C(C=C1)N1CC(CS(C2=C1C=C(C(=C2)O)SC)(=O)=O)(CCCC)CCCC